1-(1-(3-fluorobicyclo[1.1.1]pentan-1-yl)-4,5-diiodo-1H-imidazol-2-yl)-2-methylpropan-1-ol FC12CC(C1)(C2)N2C(=NC(=C2I)I)C(C(C)C)O